(3R,4S)-3,4-bis(4-hydroxyphenyl)-8-methyl-3,4-dihydro-2H-chromen-7-ol OC1=CC=C(C=C1)[C@@H]1COC2=C(C(=CC=C2[C@@H]1C1=CC=C(C=C1)O)O)C